(5'S,7a'R)-5'-(3-fluorophenyl)-1-(4-fluoropyridin-2-yl)tetrahydro-3'H-spiro[piperidine-4,2'-pyrrolo[2,1-b][1,3]oxazol]-3'-one FC=1C=C(C=CC1)[C@@H]1CC[C@H]2OC3(C(N21)=O)CCN(CC3)C3=NC=CC(=C3)F